N-carbamoyl-triazole C(N)(=O)N1N=NC=C1